silver octyl benzoate C(C1=CC=CC=C1)(=O)OCCCCCCCC.[Ag]